[N+](=O)([O-])CC(C=O)CC=O 2-nitromethyl-1,4-butanedialdehyde